2-chloro-4-formyl-5-hydroxy-3-methyl-6-[3-methyl-7-(3-oxo-4,4-dimethyl-5-oxacyclopentyl)octa-2,6-dienyl]phenolate ClC1=C(C(=C(C(=C1C)C=O)O)CC=C(CCC=C(C)C1CC(C(O1)(C)C)=O)C)[O-]